FC1=CC=C(C=C1)N1N=CC(=N1)N 2-(4-fluorophenyl)-2H-1,2,3-triazol-4-amine